C(=CCC)C1=CSC=C1Br 3-butenyl-4-bromothiophene